tert-butyl (E)-(4-amino-2,3-dimethylbut-2-en-1-yl)carbamate NC/C(=C(/CNC(OC(C)(C)C)=O)\C)/C